(2-chlorophenyl)(7-hydroxy-1-methyl-1H-pyrrolo[2,3-c]pyridin-3-yl)methanone ClC1=C(C=CC=C1)C(=O)C1=CN(C2=C(N=CC=C21)O)C